C1(CC1)CN1C[C@H](C=CC1)CC(C(=O)O)(C)C.FC(C1=CC=C(C=C1)N1CCNCC1)(F)F 1-(4-trifluoromethylphenyl)piperazine (S)-1-(cyclopropylmethyl)-1,2,3,6-tetrahydropyridin-3-yl-pivalate